1-(2-(Trifluoromethoxy)phenyl)piperazine FC(OC1=C(C=CC=C1)N1CCNCC1)(F)F